5-[(5-chloro-2-fluoro-pyrimidin-4-yl)amino]-1-methyl-indolin-2-one ClC=1C(=NC(=NC1)F)NC=1C=C2CC(N(C2=CC1)C)=O